2,2'-bis(2-methylphenyl)-4,5,4',5'-tetraphenyl-1,2'-biimidazole CC1=C(C=CC=C1)C=1N(C(=C(N1)C1=CC=CC=C1)C1=CC=CC=C1)C1(N=C(C(=N1)C1=CC=CC=C1)C1=CC=CC=C1)C1=C(C=CC=C1)C